METHYLMETHYLTHIOPROPIONATE CC(C(=S)[O-])(C)C